ClC1=CC=C(C=C1)C1(CCN(CC1)C(=O)C1CC2(C1)NC(OC2)=O)C (2s,4s)-2-(4-(4-chlorophenyl)-4-methylpiperidine-1-carbonyl)-7-oxa-5-azaspiro[3.4]Octane-6-one